ClC1=CC=C2C(=CNC2=C1)S(=O)(=O)NC1=NC=C(C(=N1)OC)CC(C(F)F)(F)F 6-chloro-N-[4-methoxy-5-(2,2,3,3-tetrafluoropropyl)pyrimidin-2-yl]-1H-indole-3-sulfonamide